NCCCCCCCNC1=C(C(=O)NC)C=CC(=N1)C 2-((7-aminoheptyl)amino)-N,6-dimethylnicotinamide